benzyl (2R,3S,5R)-3-((N,N-dimethylsulfamoyl)-(4-methoxybenzyl)-amino)-5-methyl-2-(((triethylsilyl)oxy)methyl)pyrrolidine-1-carboxylate CN(S(=O)(=O)N([C@@H]1[C@@H](N([C@@H](C1)C)C(=O)OCC1=CC=CC=C1)CO[Si](CC)(CC)CC)CC1=CC=C(C=C1)OC)C